C[C@@H]1N(C(OC1)=O)C1=CC=C2C=NC(=NC2=C1)NC=1C=NSC1 (4S)-4-methyl-3-{2-[(1,2-thiazol-4-yl)amino]quinazolin-7-yl}-1,3-oxazolidin-2-one